N-(1-(cyano)cyclopropyl)-3-(5-(difluoromethyl)-1,3,4-thiadiazol-2-yl)-N-(4-Methoxybenzyl)-8-((1-methylazetidin-3-yl)amino)imidazo[1,5-a]pyridine-6-sulfonamide C(#N)C1(CC1)N(S(=O)(=O)C=1C=C(C=2N(C1)C(=NC2)C=2SC(=NN2)C(F)F)NC2CN(C2)C)CC2=CC=C(C=C2)OC